N1=CNC2(C=C1)C1CCCCC1C2 spiro[bicyclo[4.2.0]octane-7,4'-pyrimidine]